FC1=CC=C(C(=O)N2[C@@H](C=3N(CC2)C(=NC3N3C[C@@H](CC3=O)OC(NC)=O)C3=NC(=NS3)C)C)C=C1 {(R)-1-[(R)-7-(4-fluorobenzoyl)-8-methyl-3-(3-methyl-1,2,4-thiadiazol-5-yl)-5,6,7,8-Tetrahydroimidazo[1,5-a]pyrazin-1-yl]-5-oxopyrrolidin-3-yl}(methyl)carbamate